3-(2,6-difluoro-3,5-dimethoxyphenyl)-1-[2-(1H-pyrazol-1-yl)ethyl]-1,3,4,7-tetrahydro-2H-pyrazolo[4',3':5,6]pyrido[4,3-d]pyrimidin-2-one FC1=C(C(=C(C=C1OC)OC)F)N1C(N(C2=C(C1)C=NC1=C2C=NN1)CCN1N=CC=C1)=O